C(COCCN)OCCN 2,2'-(ethane-1,2-diylbis(oxy))bis(ethan-1-amine)